2-methoxy-6,7-dihydro-5H-cyclopenta[b]pyridine-3-carboxylic acid COC1=C(C=C2C(=N1)CCC2)C(=O)O